3-glycidoxypropyl-trimethyloxysilane C(C1CO1)OCCC[Si](OC)(OC)OC